N1-[2-(dimethylamino)ethyl]-N1-methyl-N4-[7-(4-methylpyrazol-1-yl)-5-[2-(triisopropylsilyl)ethynyl]pyrido[2,3-d]pyrimidin-2-yl]benzene-1,4-diamine CN(CCN(C1=CC=C(C=C1)NC=1N=CC2=C(N1)N=C(C=C2C#C[Si](C(C)C)(C(C)C)C(C)C)N2N=CC(=C2)C)C)C